8-bromo-4-chloro-2-(2,6-difluorophenyl)-1,6-naphthyridin-5(6H)-one BrC1=CNC(C=2C(=CC(=NC12)C1=C(C=CC=C1F)F)Cl)=O